2-(5-bromo-3-ethylsulfanyl-2-pyridyl)-6-(trifluoromethyl)pyrazolo[4,3-c]pyridine BrC=1C=C(C(=NC1)N1N=C2C(C=NC(=C2)C(F)(F)F)=C1)SCC